CC1=C(C=CC=C1C)CC=1NC=NC1 4-[(2,3-dimethylphenyl)-methyl]-3H-imidazole